C(C)(C)C1(CC=C(CC1)C)O (+)-4-iso-propyl-1-methyl-cyclohex-1-en-4-ol